N1C(=NC2=C1C=CC=C2)C2=CC=CC(=N2)C(=O)NC2CNCC2 6-(1H-benzo[d]imidazol-2-yl)-N-(Pyrrolidin-3-yl)pyridineamide